FC(=C(C(F)(F)F)F)F 1,1,2,3,3,3-hexafluoro-1-propene